COC=1C=C(CN(C2=CC(=NC=C2)COCCN2CCOCC2)CC2=CC(=CC=C2)N2CCOCC2)C=CC1 N-(3-methoxybenzyl)-N-(3-morpholinobenzyl)-2-((2-morpholinoethoxy)methyl)pyridin-4-amine